[Li].OCCN1/C(/C(/C2=CC=CC=C12)=N/O)=C/1\C(NC2=CC(=CC=C12)Br)=O (2Z,3E)-1-(2-hydroxyethyl)-3-(hydroxyimino)-6'-bromo-[2,3'-biindolinylidene]-2'-one lithium salt